para-methylbenzyl-formaldehyde CC1=CC=C(CC=O)C=C1